(3-Phenoxypropionyl)alanine methyl ester COC([C@@H](NC(CCOC1=CC=CC=C1)=O)C)=O